butyl 2-(dodecylthiocarbonylthio)-2-methylpropionate C(CCCCCCCCCCC)C(=S)SC(C(=O)OCCCC)(C)C